ClC1=CC=C(C=C1)S(=O)(=O)NCC1CCN(CC1)C(=O)N1C[C@H](CC1)C1=NC=NN1 4-Chloro-N-[[1-[(3S)-3-(1H-1,2,4-triazol-5-yl)pyrrolidine-1-carbonyl]-4-piperidyl]methyl]benzenesulfonamide